C(C)(C)(C)OC(=O)NCCN1C(=CC2=NC(=CC=C21)C(F)(F)F)C(=O)OCC ethyl 1-(2-((tert-butoxycarbonyl) amino) ethyl)-5-(trifluoromethyl)-1H-pyrrolo[3,2-b]pyridine-2-carboxylate